2-[2,6-dichloro-4-[6-(difluoromethyl)-3,5-dioxo-1,2,4-triazin-2-yl]phenoxy]-N-(3,3-dimethylcyclobutyl)-5-methoxy-pyridine-4-sulfonamide ClC1=C(OC2=NC=C(C(=C2)S(=O)(=O)NC2CC(C2)(C)C)OC)C(=CC(=C1)N1N=C(C(NC1=O)=O)C(F)F)Cl